ClC(C=1C=C(N(N1)C=1C=NC(=C(C1)F)Cl)CC(=O)OC)(F)F methyl 2-[5-[chloro(difluoro)methyl]-2-(6-chloro-5-fluoro-3-pyridyl)pyrazol-3-yl]acetate